3-(4-chloro-1-isopropyl-1H-pyrazolo[4,3-c]Pyridine-3-yl)-5-cyclopropylisoxazole-4-Carboxylic acid ethyl ester C(C)OC(=O)C=1C(=NOC1C1CC1)C1=NN(C2=C1C(=NC=C2)Cl)C(C)C